2-chloro-6-((4-methylpiperazin-1-yl)methyl)-N-(1-(3,4,5-trimethoxyphenyl)-1H-imidazol-4-yl)thieno[2,3-d]pyrimidin-4-amine ClC=1N=C(C2=C(N1)SC(=C2)CN2CCN(CC2)C)NC=2N=CN(C2)C2=CC(=C(C(=C2)OC)OC)OC